6-hydrazinonicotinic acid N(N)C1=NC=C(C(=O)O)C=C1